(S)-2-((((9H-fluoren-9-yl)methoxy)carbonyl)amino)-3-(4-(2-oxo-1,2-dihydroquinolin-6-yl)phenyl)propanoic acid C1=CC=CC=2C3=CC=CC=C3C(C12)COC(=O)N[C@H](C(=O)O)CC1=CC=C(C=C1)C=1C=C2C=CC(NC2=CC1)=O